ClC1=C(C(=O)NCC(C2=C(N=CS2)C(F)F)N2CCC(CC2)OC2=C(C=NC=C2)C#N)C(=CC=C1)F 2-Chloro-N-(2-{4-[(3-cyanopyridin-4-yl)oxy]piperidin-1-yl}-2-[4-(difluoromethyl)-1,3-thiazol-5-yl]ethyl)-6-fluorobenzamide